ClC=1C=C(C=C(C1)Cl)C1=CC(=C(C(=N1)OC=1C=NC(=NC1)N1CCN(CC1)C)F)CN1CCC(CC1)CC(=O)O 2-(1-((6-(3,5-dichloro-phenyl)-3-fluoro-2-((2-(4-methylpiperazin-1-yl)pyrimidin-5-yl)oxy)pyridin-4-yl)methyl)piperidin-4-yl)acetic acid